ClC1=CC(=C(C=C1F)/C(/C#N)=C/C1=CC(=CC=C1)Cl)F (Z)-2-(4-chloro-2,5-difluorophenyl)-3-(3-chlorophenyl)acrylonitrile